4-(1-(1,1,1-Trifluoro-2-methylpropan-2-yl)-1H-pyrazol-4-yl)pyridin-2-amine FC(C(C)(C)N1N=CC(=C1)C1=CC(=NC=C1)N)(F)F